C(C1=CC=CC=C1)(C1=CC=CC=C1)(C1=CC=CC=C1)OC[C@@]12CCCN2[C@@H](CC1)CO ((3S,7aR)-7a-((trityloxy)methyl)hexahydro-1H-pyrrolizin-3-yl)methanol